ClC1=CC=C(C=C1)SCC(=O)C 1-[(4-chlorophenyl)sulfanyl]acetone